dipropargyl maleate C(\C=C/C(=O)OCC#C)(=O)OCC#C